(2-(tert-butoxy)-2-oxoethyl)-6-oxo-2-phenyl-1,6-dihydropyrimidine-5-carboxylic acid C(C)(C)(C)OC(CN1C(=NC=C(C1=O)C(=O)O)C1=CC=CC=C1)=O